C(C)C(C#N)(P(O)(O)=O)CC diethyl-cyanomethylphosphonic acid